(1-(cyclopropylmethoxy)-4-hydroxy-2-oxo-1,2-dihydro-quinoline-3-carbonyl)glycine ethyl ester C(C)OC(CNC(=O)C=1C(N(C2=CC=CC=C2C1O)OCC1CC1)=O)=O